4-(2-[4-(5,7-dimethoxy-4-oxo-3,4-dihydro-quinazolin-2-yl)-2,6-dimethyl-phenoxy]butoxy)-4-oxo-2-(2-(nitrooxy)acetylamino)-butyric acid 2-nitrooxyethyl ester [N+](=O)([O-])OCCOC(C(CC(=O)OCC(CC)OC1=C(C=C(C=C1C)C1=NC2=CC(=CC(=C2C(N1)=O)OC)OC)C)NC(CO[N+](=O)[O-])=O)=O